7-amino-8-(3-methoxy-2,6-dimethylphenyl)imidazo[1,2-a]pyridine-6-carbonitrile NC1=C(C=2N(C=C1C#N)C=CN2)C2=C(C(=CC=C2C)OC)C